CC1=C(C(NC(=C1)C)=O)CNC(=O)C=1C(=C(N2C=CC(=C2C1)C1=CC=C(C=C1)N1CCOCC1)C(C)N1CCOCC1)C N-((4,6-dimethyl-2-oxo-1,2-dihydropyridin-3-yl)methyl)-6-methyl-5-(1-morpholinoethyl)-1-(4-morpholinophenyl)indolizine-7-carboxamide